tert-Butyl 8-(2,6-difluoro-4-methoxycarbonyl-3-morpholin-4-ylphenyl)-2,4-dihydro-1,3-benzoxazine-3-carboxylate FC1=C(C(=CC(=C1N1CCOCC1)C(=O)OC)F)C1=CC=CC=2CN(COC21)C(=O)OC(C)(C)C